N-hexadecyl-2-phenyl-3-hydroxyquinolin-4-one C(CCCCCCCCCCCCCCC)N1C(=C(C(C2=CC=CC=C12)=O)O)C1=CC=CC=C1